(4-bromophenyl)((1-(methoxymethyl)cyclopropyl)methyl)sulfane BrC1=CC=C(C=C1)SCC1(CC1)COC